S(=O)=[OH+] sulfinyl-oxonium